5-[1-[1-(2,6-dioxo-3-piperidyl)-6-fluoro-3-methyl-2-oxo-benzimidazol-5-yl]-4-piperidyl]pentanal hydrochloride Cl.O=C1NC(CCC1N1C(N(C2=C1C=C(C(=C2)N2CCC(CC2)CCCCC=O)F)C)=O)=O